(E)-2-Butyl-2-octenal C(CCC)/C(/C=O)=C\CCCCC